COC(=O)C=1C(=NC=CC1)C1=C(C=CC=C1)Cl.ClP(C1=C(C=CC=C1)C(C)C)C1=C(C=CC=C1)C(C)C chloro-bis-(2-isopropylphenyl)phosphine methyl-2-(2-chlorophenyl)pyridine-3-carboxylate